ClC1=C(C=CC=C1)[C@H]1[C@@](O1)(C1=C(C=C(C=C1)F)F)CN1N=CNC1=S |o1:7,8| 2-{[rel-(2R,3S)-3-(2-Chlorophenyl)-2-(2,4-difluorophenyl)oxiran-2-yl]methyl}-2,4-dihydro-3H-1,2,4-triazol-3-thione